NCC(COCC1=CC=CC=C1)O 1-amino-3-benzyloxy-propan-2-ol